(3-Bromobenzyloxy)benzylidene-3-isopropylthiazolidine-2,4-dione BrC=1C=C(COC(C2=CC=CC=C2)=C2C(N(C(S2)=O)C(C)C)=O)C=CC1